potassium isobutyrate (isobutyrate) C(C(C)C)(=O)[O-].C(C(C)C)(=O)O.[K+]